3'-chloro-8',9',9a',10'-tetrahydro-1'H,7'H-spiro[cyclopropane-1,6'-pyrido[1',2':3,4]imidazo[1,2-c]pyrimidin]-1'-one ClC=1C=C2N(C(N1)=O)CC1N2C2(CCC1)CC2